F/C=C(\CN)/COC1=CC=C(C=C1)S(=O)(=O)CC1(CCOCC1)C (E)-3-fluoro-2-((4-(((4-methyltetrahydro-2H-pyran-4-yl)methyl)sulfonyl)phenoxy)methyl)prop-2-en-1-amine